3-benzyl-7-bromo-N-(2-(pyrrolidin-1-yl)ethyl)-5H-pyrido[4,3-b]indol-1-amine C(C1=CC=CC=C1)C1=CC=2NC=3C=C(C=CC3C2C(=N1)NCCN1CCCC1)Br